C(C)(C)(C)OC(=O)N1CC(C1)CN1C(=NC2=C1C(=CC(=C2)C(=O)O)Cl)C2=CC=1C(=NC=CC1)N2CC2CC2 1-((1-(tert-Butoxycarbonyl)azetidin-3-yl)methyl)-7-chloro-2-(1-(cyclopropylmethyl)-1H-pyrrolo[2,3-b]pyridin-2-yl)-1H-benzo[d]imidazole-5-carboxylic acid